4-(methylthio)-2-oxo-6-(4-(piperidin-1-yl)phenyl)-2H-pyran-3-carbonitrile CSC1=C(C(OC(=C1)C1=CC=C(C=C1)N1CCCCC1)=O)C#N